FC1=C(C=CC(=C1)OC1=CC(=NC=C1)C=1C=NN(C1)C)NC1=NC=NC2=CC(=C(C=C12)NC1CCN(CC1)C(C=C)=O)OC 1-(4-((4-((2-fluoro-4-((2-(1-methyl-1H-pyrazol-4-yl)pyridin-4-yl)oxy)phenyl)amino)-7-methoxyquinazolin-6-yl)amino)piperidin-1-yl)prop-2-en-1-one